1-[(11Z,14Z)-1-nonyleicosa-11,14-dien-1-yl]pyrrolidine C(CCCCCCCC)C(CCCCCCCCC\C=C/C\C=C/CCCCC)N1CCCC1